The molecule is a member of the class of furans that is furan substituted by a 2-ethoxy-1-methoxyethyl group at position 2. It has a role as a metabolite. CCOCC(C1=CC=CO1)OC